[6-(5-cyclopropyl-4H-1,2,4-triazol-3-yl)-2-azaspiro[3.3]heptan-2-yl]-[6-[[[1-(trifluoromethyl)cyclopropyl]amino]methyl]-2-azaspiro[3.3]heptan-2-yl]methanone C1(CC1)C=1NC(=NN1)C1CC2(CN(C2)C(=O)N2CC3(C2)CC(C3)CNC3(CC3)C(F)(F)F)C1